FC1=CC(=CC2=C1N(C(=N2)C2=CC=1C=3N2C(CN(C3C=CC1)C)C(C)C)C)C=O (7-fluoro-2-(3-isopropyl-1-methyl-2,3-dihydro-1H-pyrrolo[1,2,3-de]quinoxalin-5-yl)-1-methyl-1H-benzo[d]imidazol-5-yl)methanone